N-(1-(2-(1,1-difluoroethyl)-6-methylpyrimidin-4-yl)-3-((3'r,4'r)-4'-methyl-[1,3'-bipyrrolidin]-1'-yl)-1H-pyrazolo[4,3-c]pyridin-6-yl)acetamide FC(C)(F)C1=NC(=CC(=N1)N1N=C(C=2C=NC(=CC21)NC(C)=O)N2C[C@@H]([C@@H](C2)C)N2CCCC2)C